1-(3-(4-amino-5-(7-methoxy-5-methylbenzothiophen-2-yl)-7H-pyrrolo[2,3-d]pyrimidin-7-yl)pyrrolidin-1-yl)-4-dimethylamino-but-2-en-1-one NC=1C2=C(N=CN1)N(C=C2C=2SC1=C(C2)C=C(C=C1OC)C)C1CN(CC1)C(C=CCN(C)C)=O